C(CCCCCCCCCCCCCCC)S(=O)(=O)[NH-] hexadecylsulfonylamide